C(C)C=1N=C2N(C=C(C=C2)N2CCN(CC2)C(=O)C2CNCC2)C1N(C)C=1SC=C(N1)C1=CC=C(C=C1)F (4-(2-ethyl-3-((4-(4-fluorophenyl)thiazol-2-yl)(methyl)amino)imidazo[1,2-a]pyridin-6-yl)piperazin-1-yl)(pyrrolidin-3-yl)methanone